(2S,5R)-2-(N-(azetidine-3-carbonyl) carbamimidoyl)-7-oxo-1,6-diazabicyclo[3.2.1]octan-6-yl hydrogen sulfate S(=O)(=O)(ON1[C@@H]2CC[C@H](N(C1=O)C2)C(NC(=O)C2CNC2)=N)O